N1-(3-bromophenyl)propane-1,3-diamine BrC=1C=C(C=CC1)NCCCN